ClC=1C=C(C=C2C(=C(NC12)C1=NC(=NN1)C(F)(F)F)C=1C=NNC1)C(=O)N 7-chloro-3-(1H-pyrazol-4-yl)-2-(3-(trifluoromethyl)-1H-1,2,4-triazol-5-yl)-1H-indole-5-carboxamide